COC1=C(NCC#CC=2N=C3N(C=CC=C3[C@@H]3NC4(C3)CN(C4)C)C2CC(F)(F)F)C=CC(=C1)S(=O)(=O)C (R)-2-methoxy-N-(3-(8-(6-methyl-1,6-diazaspiro[3.3]heptan-2-yl)-3-(2,2,2-trifluoroethyl)imidazo[1,2-a]pyridin-2-yl)prop-2-yn-1-yl)-4-(methylsulfonyl)aniline